7-amino-N-{2-[3-amino-4-(fluoromethyl)pyrrolidin-1-yl]-5,6,7,8-tetrahydroquinazolin-6-yl}-3-methylthieno[2,3-b]pyrazine-6-carboxamide NC1=C(SC2=NC(=CN=C21)C)C(=O)NC2CC=1C=NC(=NC1CC2)N2CC(C(C2)CF)N